(S)-N-(2-(2,5-difluoro-4-(piperazin-1-yl)phenyl)propyl)-1-ethyl-1H-pyrrolo[2,3-b]pyridine-5-carboxamide FC1=C(C=C(C(=C1)N1CCNCC1)F)[C@@H](CNC(=O)C=1C=C2C(=NC1)N(C=C2)CC)C